N[C@@H](CC(=O)OCC)C=1C(=C(C=C(C1F)C1CC1)C1=C(C=C(C=C1C)C)C)F (S)-ethyl 3-amino-3-(5-cyclopropyl-2,4-difluoro-2',4',6'-trimethylbiphenyl-3-yl)propanoate